N(=O)N(O)C1CCCCC1 N-nitrosocyclohexyl-hydroxylamine